(S)-(3-((5-chloro-4-(1,4-dimethyl-1H-pyrazol-5-yl)thiazol-2-yl)oxy)azetidin-1-yl)(5-(3,5-difluorophenyl)-4,5-dihydro-1H-pyrazol-1-yl)methanone ClC1=C(N=C(S1)OC1CN(C1)C(=O)N1N=CC[C@H]1C1=CC(=CC(=C1)F)F)C1=C(C=NN1C)C